[Li].FC(S(=O)(=O)N)(F)F.FC(S(=O)(=O)N)(F)F.[Li] lithium bis(trifluoromethanesulfonamide) lithium